dimethyl-ketoacetone CCC(=O)C(=O)C